N-(2R-hydroxy-docosanoyl)-4R-hydroxy-16-methyl-sphinganine O[C@@H](C(=O)N[C@H](CO)[C@H](O)C(CCCCCCCCCCCC(CC)C=O)O)CCCCCCCCCCCCCCCCCCCC